(p-tert-butoxyphenyl)sulfonium C(C)(C)(C)OC1=CC=C(C=C1)[SH2+]